FC=1C(=C(\C=N\NC(C)=O)C=C(C1)C=1C=NN(C1)C1=CC=C(C=C1)N1CCCC1)O (E)-N'-(3-fluoro-2-hydroxy-5-(1-(4-(pyrrolidin-1-yl)phenyl)-1H-pyrazol-4-yl)benzylidene)acetohydrazide